F[C@H]1CN(CC[C@H]1N1N=NC(=C1C)C=1C=C(C=2N(C1)N=CC2F)O[C@H](CO)C2=NC=C(C=C2)F)C#N (3S,4R)-3-fluoro-4-[4-[3-fluoro-4-[(1S)-1-(5-fluoro-2-pyridyl)-2-hydroxy-ethoxy]pyrazolo[1,5-a]pyridin-6-yl]-5-methyl-triazol-1-yl]piperidine-1-carbonitrile